(2S)-2-[[4-[(E)-3-(4-Methylsulfanylphenyl)prop-2-enoyl]phenyl]sulfonylamino]propanoic acid CSC1=CC=C(C=C1)/C=C/C(=O)C1=CC=C(C=C1)S(=O)(=O)N[C@H](C(=O)O)C